5-(4-fluorophenyl)-2-(pyridin-2-yl)-octahydrocyclopenta[c]pyrrol-5-ol FC1=CC=C(C=C1)C1(CC2C(CN(C2)C2=NC=CC=C2)C1)O